ClC1=C(C=CC=C1)C1=C(C(=CC=C1)NC(=O)[C@H]1N(C[C@@H](C1)F)C(CN1N=C(C2=CC(=CC=C12)C=1C=NC(=CC1)F)C(=O)N)=O)F 1-(2-((2S,4R)-2-((2'-chloro-2-fluoro-[1,1'-biphenyl]-3-yl)carbamoyl)-4-fluoropyrrolidin-1-yl)-2-oxoethyl)-5-(6-fluoropyridin-3-yl)-1H-indazole-3-carboxamide